8-methyl-1,2,3,4-tetrahydroquinoline CC=1C=CC=C2CCCNC12